COC=1C=C(C=C(C1)OC)NC=1SC=C(N1)C=1SC=CN1 N-(3,5-dimethoxyphenyl)-[2,4'-bithiazole]-2'-amine